Phospho-Tyrosine Di-Sodium Salt [Na+].[Na+].P(=O)(O)(O)OC1=CC=C(C[C@H](N)C(=O)[O-])C=C1.P(=O)(O)(O)OC1=CC=C(C[C@H](N)C(=O)[O-])C=C1